3-(6-bromo-2H-naphtho[1,8-cd]isoxazol-2-yl)piperidine-2,6-dione BrC=1C2=CC=CC=3N(OC(C32)=CC1)C1C(NC(CC1)=O)=O